S1C=C(C=C1)CCNC(OC1=CC=C(C=C1)[N+](=O)[O-])=O 4-nitrophenyl (2-(thiophen-3-yl)ethyl)carbamate